7-Fluoro-4-methoxy-1-{2-[6-(3-methoxy-1H-indazol-6-yl)-pyrimidin-4-ylamino]-ethyl}-1H-indol-2-carbonitril FC=1C=CC(=C2C=C(N(C12)CCNC1=NC=NC(=C1)C1=CC=C2C(=NNC2=C1)OC)C#N)OC